[Na+].C(CCC)NCCCCS(=O)(=O)[O-] 4-butylaminobutane-1-sulfonic acid, sodium salt